(1r,4s)-4-(3-bromoanilino)-6'-[(prop-2-en-1-yl)oxy]-2',3'-dihydrospiro[cyclohexane-1,1'-indene]-4-carboxylic acid BrC=1C=C(NC2(CCC3(CCC4=CC=C(C=C34)OCC=C)CC2)C(=O)O)C=CC1